N-(bis(2,6-diethoxyphenyl)phosphino)-2,7-bis(3,5-bis(trifluoromethyl)phenyl)-9H-carbazole-9-carboxamide C(C)OC1=C(C(=CC=C1)OCC)P(NC(=O)N1C2=CC(=CC=C2C=2C=CC(=CC12)C1=CC(=CC(=C1)C(F)(F)F)C(F)(F)F)C1=CC(=CC(=C1)C(F)(F)F)C(F)(F)F)C1=C(C=CC=C1OCC)OCC